C(\C=C/C(=O)O)(=O)O.FC1=C(C=CC(=C1)F)S(=O)(=O)NC=1C(=NC=C(C1)C=1C=C2C(=NC=NC2=CC1)N1CCN(CC1)C(\C=C\C(C)=O)=O)OC (E)-2,4-difluoro-N-(2-methoxy-5-(4-(4-(4-oxopent-2-enoyl)piperazine-1-yl)quinazolin-6-yl)pyridin-3-yl)benzenesulfonamide maleate